3-aminopiperidine-3-carboxylic acid NC1(CNCCC1)C(=O)O